COC1=CC=C(C=C1)C1=NN2C(=NC=3C(=CC=CC3C2=N1)C(F)(F)F)N[C@H]1C(NCCNC1)=O (6R)-6-{[2-(4-methoxyphenyl)-7-(trifluoromethyl)[1,2,4]triazolo[1,5-c]quinazolin-5-yl]amino}-1,4-diazepan-5-one